CCC=CCCCCCC Dec-3-ene